N-[(1-Methyl-1H-pyrazol-3-yl)methyl]-2-(pyridin-2-ylmethyl)-8-(trifluoromethyl)-4,5-dihydro-2H-furo[2,3-g]indazol-7-carboxamid CN1N=C(C=C1)CNC(=O)C1=C(C2=C(CCC3=CN(N=C23)CC2=NC=CC=C2)O1)C(F)(F)F